2-(2,6-dioxopiperidin-3-yl)-6-fluoro-4-((7-(piperidin-1-yl)heptyl)thio)isoindoline-1,3-dione O=C1NC(CCC1N1C(C2=CC(=CC(=C2C1=O)SCCCCCCCN1CCCCC1)F)=O)=O